tetramethyldecamethylenediamine CN(CCCCCCCCCCN(C)C)C